9-((1-(6-(Trifluoromethyl)pyridin-3-yl)-1H-pyrrolo[2,3-b]pyridin-5-yl)methyl)-3-oxa-9-azaspiro[5.5]undecane FC(C1=CC=C(C=N1)N1C=CC=2C1=NC=C(C2)CN2CCC1(CCOCC1)CC2)(F)F